ClC=1SC2=C(N1)C=C(C=C2)[N+](=O)[O-] 2-chloro-5-nitrobenzo[d]Thiazole